Ethynyl-2-fluoro-2'-deoxyadenosine C(#C)[C@@]1(C[C@H](O)[C@@H](CO)O1)N1C=NC=2C(N)=NC(=NC12)F